O1CCC(=CC1)C1=C(N(C=2C1=NC=1CN(CCC1C2)C(=O)[O-])C(=O)[O-])C2=CC(=NC(=C2)C)C 3-(3,6-dihydro-2H-pyran-4-yl)-2-(2,6-dimethylpyridin-4-yl)-7,8-dihydro-1H-pyrrolo[3,2-b][1,7]naphthyridine-1,6(5H)-dicarboxylate